N1CCC(CC1)C=1NC=CN1 2-(4-Piperidyl)-1H-imidazole